FC(C1=CC(=CN=N1)C(=O)OC)(F)F Methyl 6-(trifluoromethyl)pyridazine-4-carboxylate